N1(CCC1)C1=NC=CC2=CC=C(C=C12)C=1C=C(C=CC1)C#C[C@]1(C(N(CC1)C)=O)O (R)-3-((3-(1-(Azetidin-1-yl)isoquinolin-7-yl)phenyl)ethynyl)-3-hydroxy-1-methylpyrrolidin-2-one